(4-cyclopropyl-6-methoxypyrimidin-5-yl)-6-(1-isopropyl-1H-pyrazol-3-yl)-7-(phenylsulfonyl)-7H-pyrrolo[2,3-d]pyrimidine C1(CC1)C1=NC=NC(=C1C=1N=CC2=C(N1)N(C(=C2)C2=NN(C=C2)C(C)C)S(=O)(=O)C2=CC=CC=C2)OC